COC(C1=C(C(=C(C1C)C)C)C)(OC)OC.[Ti] titanium trimethoxy(pentamethyl-cyclopentadiene)